Lithium Acetylsulfamate C(C)(=O)NS([O-])(=O)=O.[Li+]